C(C)C1=NC=C(C(=C1)C1=C(C=NC(=C1)C)C(=O)OC)OC methyl 2'-ethyl-5'-methoxy-6-methyl-(4,4'-bipyridine)-3-carboxylate